ClC1=C(C=C(C=C1)C=1N=NN(C1)[C@@H]1[C@H]([C@@H](SC=2C(=NC=C(C2)Br)C(NN2CCC2)=O)O[C@@H]([C@@H]1O)CO)OCC)F 5-Bromo-2-(N-azetidinylcarbamoyl)-3-pyridyl 3-[4-(4-chloro-3-fluorophenyl)-1H-1,2,3-triazol-1-yl]-3-deoxy-2-O-ethyl-1-thio-α-D-galactopyranoside